C(C)(C)(C)OC(=O)N1CC(CC1)(O)C#CC=1C=NC=C(C1)[C@](C1=CC=C(C=C1)C(C)C)(O)C1(CN(C1)C)C 3-{5-[(R)-(1,3-dimethyl-azetidin-3-yl)-hydroxy-(4-isopropyl-phenyl)-methyl]-pyridin-3-ylethynyl}-3-hydroxy-pyrrolidine-1-carboxylic acid tert-butyl ester